N-(2-(4,4-difluorocyclohexyl)-4-(2,5-difluorophenyl)pyridin-3-yl)-2,6-diazaspiro[3.3]heptane-2-carboxamide FC1(CCC(CC1)C1=NC=CC(=C1NC(=O)N1CC2(C1)CNC2)C2=C(C=CC(=C2)F)F)F